2-(2-chlorophenyl)-N-[3-sulfamoyl-4-(1,2-thiazol-3-yl)phenyl]Acetamide ClC1=C(C=CC=C1)CC(=O)NC1=CC(=C(C=C1)C1=NSC=C1)S(N)(=O)=O